Fluorophosphonat FP([O-])([O-])=O